C(C1=CC=CC=C1)OC1=CC(=C(NC2=CC(=CC=C2)OCCCC2CCCCC2)C=C1)C=1CCOCC1 4-(Benzyloxy)-N-[3-(3-cyclohexylpropoxy)phenyl]-2-(3,6-dihydro-2H-pyran-4-yl)aniline